tert-butyl N-[5-[[2-[(2R,5S)-2-(3-chlorophenyl)-4,4-difluoro-5-methyl-1-piperidyl]-2-oxo-acetyl]amino]-3-methyl-2-pyridyl]carbamate ClC=1C=C(C=CC1)[C@@H]1N(C[C@@H](C(C1)(F)F)C)C(C(=O)NC=1C=C(C(=NC1)NC(OC(C)(C)C)=O)C)=O